methyl 5-(3-cyclopropyl-1-(2-oxopyridin-1(2H)-yl)propyl)-2-fluorophenylcarbamate C1(CC1)CCC(N1C(C=CC=C1)=O)C=1C=CC(=C(C1)NC(OC)=O)F